(R)-4-(7-fluoroimidazo[1,2-a]pyridin-3-yl)-7-((5-(3-hydroxytetrahydrofuran-3-yl)pyridin-2-yl)amino)isoindolin-1-one FC1=CC=2N(C=C1)C(=CN2)C2=C1CNC(C1=C(C=C2)NC2=NC=C(C=C2)[C@]2(COCC2)O)=O